(S,E)-4-(2-chlorophenoxy)-2-cyclopentyl-N-(4-(methylsulfonyl)but-3-en-2-yl)pyrimidine-5-carboxamide ClC1=C(OC2=NC(=NC=C2C(=O)N[C@@H](C)\C=C\S(=O)(=O)C)C2CCCC2)C=CC=C1